OC=1C=C(C=CC1)NC(OC(C)(C)C)=O tert-butyl N-(3-hydroxyphenyl)carbamate